BrC1=CC=C(OC[C@@H]2COCC(O2)CO)C=C1 ((6S)-6-((4-bromophenoxy)methyl)-1,4-dioxan-2-yl)methanol